2-[2-(benzyloxy)ethoxy]acetic acid C(C1=CC=CC=C1)OCCOCC(=O)O